1-benzyl-4-methyl-6-(trifluoromethyl)indoline C(C1=CC=CC=C1)N1CCC2=C(C=C(C=C12)C(F)(F)F)C